NC1=C(C2=C(N(C(=N2)C)C)C=C1)N1C[C@H](CC1)NC(OC(C)(C)C)=O tert-butyl (S)-(1-(5-amino-1,2-dimethyl-1H-benzo[d]imidazole-4-yl)pyrrolidin-3-yl)carbamate